bis-(2-(Methacryloyloxy)ethyl)phosphate C(C(=C)C)(=O)OCCOP(=O)(OCCOC(C(=C)C)=O)[O-]